2-chloromethyl-3-trimethylsilyl-1-propene ClCC(=C)C[Si](C)(C)C